N-[2-(3-methoxyphenyl)-2,3-dihydro-1-benzofuran-6-yl]-N'-[(pyridin-4-yl)methyl]urea COC=1C=C(C=CC1)C1OC2=C(C1)C=CC(=C2)NC(=O)NCC2=CC=NC=C2